1-{4-[3-(2-chloro-6-fluorophenyl)-4-(1,3-thiazol-2-yl)-1,2-oxazol-5-yl]-5-(trifluoromethyl)-1H-pyrazol-1-yl}butan-2-ol ClC1=C(C(=CC=C1)F)C1=NOC(=C1C=1SC=CN1)C=1C=NN(C1C(F)(F)F)CC(CC)O